3-{[([2,2'-bipyridine]-5-yl)methyl]amino}-N-[(1S,2S)-2-hydroxycyclohexyl]-4-methylbenzamide N1=C(C=CC(=C1)CNC=1C=C(C(=O)N[C@@H]2[C@H](CCCC2)O)C=CC1C)C1=NC=CC=C1